N-(4-(4-(2-isopropoxy-ethyl)piperazin-1-yl)-pyridin-2-yl)-6-(5-methyl-1H-pyrazol-4-yl)benzo[d]thiazol-2-amine C(C)(C)OCCN1CCN(CC1)C1=CC(=NC=C1)NC=1SC2=C(N1)C=CC(=C2)C=2C=NNC2C